N-[N-[3-(3-hydroxy-4-methoxyphenyl)-3-methylbutyl]-L-α-aspartyl]-phenylalanine 1-methyl ester COC([C@@H](N(C([C@@H](NCCC(C)(C)C1=CC(=C(C=C1)OC)O)CC(O)=O)=O)C1=CC=CC=C1)C)=O